Para-aminobenzyl chloride NC1=CC=C(CCl)C=C1